O1CCN(CCC1)C1=NC=C(C=N1)OC1=C(C=C(C=C1)NC(=O)C1CC(C1)OC)C N-(4-((2-(1,4-oxazepan-4-yl)pyrimidin-5-yl)oxy)-3-methylphenyl)-3-methoxycyclobutane-1-carboxamide